palmitic acid anilide C(CCCCCCCCCCCCCCC)(=O)NC1=CC=CC=C1